C(#N)C1=CC=C(C=C1)C1N(CCCN(C1)CC(F)(F)F)CC1=C2C=CN(C2=C(C=C1OC)C)C(=O)OCCCC butyl 4-((2-(4-cyanophenyl)-4-(2,2,2-trifluoroethyl)-1,4-diazepan-1-yl)methyl)-5-methoxy-7-methylindole-1-carboxylate